diphenyliodonium 2,4-difluorobenzenesulfonate FC1=C(C=CC(=C1)F)S(=O)(=O)[O-].C1(=CC=CC=C1)[I+]C1=CC=CC=C1